C(C)(C)(C)C1=CC(=CC=2OP(OC21)OC2=C(C=C(C=C2C(C)(C)C)C(C)(C)C)C2=C(C(=CC(=C2)C(C)(C)C)C(C)(C)C)OP2OC(C(O2)(C2=CC=CC=C2)C2=CC=CC=C2)(C2=CC=CC=C2)C2=CC=CC=C2)C(C)(C)C 4,6-di-tert-butyl-2-((3,3',5,5'-tetra-tert-butyl-2'-((4,4,5,5-tetraphenyl-1,3,2-dioxaphospholan-2-yl)oxy)-[1,1'-biphenyl]-2-yl)oxy)benzo[d][1,3,2]dioxaphosphole